[3-{[2-(4-Isopropylphenyl)imidazo[1,2-a]pyrimidin-3-yl]methyl}-3,9-diazabicyclo[4.2.1]nonan-9-yl](6-methoxypyridin-2-yl)methanone C(C)(C)C1=CC=C(C=C1)C=1N=C2N(C=CC=N2)C1CN1CC2CCC(CC1)N2C(=O)C2=NC(=CC=C2)OC